methyl-diallylamine hydrochloride Chloride sulfur [S+2].[Cl-].Cl.CN(CC=C)CC=C.[Cl-]